methylisoxazole-5-carboxamide CC1=NOC(=C1)C(=O)N